FC1=C(C=CC(=C1)F)C1=CC(=C2CNC(C2=C1)=O)C1CNCC1 6-(2,4-Difluorophenyl)-4-(pyrrolidin-3-yl)isoindolin-1-one